3-Undecyne CCC#CCCCCCCC